C(CCCC(=O)OC(C)(C)C)(=O)OCOC(=O)N(C)C(C(=O)C1=CC2=C(OCO2)C=C1)C {[2-(2H-1,3-Benzodioxol-5-yl)-1-methyl-2-oxo-ethyl]-N-methylaminocarbonyloxy}methyl tert-butyl glutarate